1-(4-(4-phenoxyphenyl)pent-4-enoyl)pyrrolidine-2-carboxamide O(C1=CC=CC=C1)C1=CC=C(C=C1)C(CCC(=O)N1C(CCC1)C(=O)N)=C